C1=CC=NC=C1 2-Pyridine